C(C1=CC=CC=C1)OC(=O)N1CC(C(C(C1)C)(F)F)CN 3-(aminomethyl)-4,4-difluoro-5-methyl-piperidine-1-carboxylic acid benzyl ester